NC(CCN1C(CCC1=O)C(=O)NC1=C(C=CC(=C1)OC1=CC=C(C=C1)C(F)(F)F)OC)=O 1-(3-amino-3-oxopropyl)-N-(2-methoxy-5-(4-(trifluoromethyl)phenoxy)phenyl)-5-oxopyrrolidine-2-carboxamide